COC1=CC=C(CC(C(C)N)N)C=C1 1-(4-methoxy-benzyl)-1,2-propanediamine